5-(3-(2-(dimethylamino)-ethyl)-1H-indol-1-yl)-5-oxo-pentanoic acid formate salt C(=O)O.CN(CCC1=CN(C2=CC=CC=C12)C(CCCC(=O)O)=O)C